4-bromo-3-fluoro-4'-methoxy-biphenyl BrC1=C(C=C(C=C1)C1=CC=C(C=C1)OC)F